FC1=C(C=C(C=C1)[C@@H](CO)NC(CC)=O)C N-[(1S)-1-(4-fluoro-3-methylphenyl)-2-hydroxyethyl]propionamide